ClC=1C=C(C=CC1Cl)N1N=C(C=CC1=O)OCCCN1CCN(CC1)C1=CC=C(C#N)C=C1 4-(4-(3-((1-(3,4-dichlorophenyl)-6-oxo-1,6-dihydropyridazin-3-yl)oxy)propyl)piperazin-1-yl)benzonitrile